1-(2,4-dimethoxy-6-((methyl(phenyl)amino)methyl)phenyl)prop-2-en-1-one COC1=C(C(=CC(=C1)OC)CN(C1=CC=CC=C1)C)C(C=C)=O